aza-indene N1C=CC2=CC=CC=C12